ClC1=C(CC=2NC(=C(N2)C2=CC=CC=C2)C2=CC=CC=C2)C=CC(=C1)Cl 2-(2,4-Dichlorobenzyl)-4,5-diphenylimidazole